BrC=1C2=CN(N=C2C=CC1)CCN1C(CN(CC1)C)C(=O)OC methyl 1-[2-(4-bromoindazol-2-yl)ethyl]-4-methyl-piperazine-2-carboxylate